C(C)(=O)C1=NN(C2=CC=C(C=C12)C=1C=NC(=NC1)C)CC(=O)N1[C@@H](CC=CC1)C(=O)NC1=NC(=CC=C1)C (S)-1-(2-(3-acetyl-5-(2-methylpyrimidin-5-yl)-1H-indazol-1-yl)acetyl)-N-(6-methylpyridin-2-yl)-1,2,3,6-tetrahydropyridine-2-carboxamide